COC1=CC=C(N[C@H](C(=O)OCC)[C@@H]2CC(CCC2)=C)C=C1 ethyl (2S)-2-(4-methoxyanilino)-2-[(1S)-3-methylenecyclohexyl]acetate